5-(4-methoxyphenyl)pyridine-3-carboxamide COC1=CC=C(C=C1)C=1C=C(C=NC1)C(=O)N